(S)-N-(5-(2-(1-cyclopropylethyl)-7-(N-cyclopropylsulfamoyl)-1-oxoisoindol-5-yl)-1-methyl-1H-pyrazol-3-yl)acetamide C1(CC1)[C@H](C)N1C(C2=C(C=C(C=C2C1)C1=CC(=NN1C)NC(C)=O)S(NC1CC1)(=O)=O)=O